C(=O)(OC(C)(C)C)NC1(CCNCC1)C 4-(Boc-amino)-4-methyl-piperidine